O1N(C(CC1)(O)O)O isoxazolidinetriol